ClC1=C(C#N)C=CC(=C1)N1CC2(C[C@@H]1C)CCN(CC2)C2=CC=C(C=C2)C(=O)N2CCC(CC2)CN2CCN(CC2)C2=C(C=CC=C2)NC2C(NC(CC2)=O)=O 2-Chloro-4-((3S)-8-(4-(4-((4-(2-((2,6-dioxo-piperidin-3-yl)amino)-phenyl)piperazin-1-yl)-methyl)piperidine-1-carbonyl)phenyl)-3-methyl-2,8-diazaspiro[4.5]decan-2-yl)benzonitrile